[N].ClC1=NC=C(C=C1)C 2-chloro-5-methylpyridine nitrogen